C(C)C(CO)CC(CC)C 2-Ethyl-4-methylhexanol